4-((2-((4-Cyanophenyl)amino)-7-nicotinoyl-6,7,8,9-tetrahydro-5H-pyrimido[4,5-d]azepine-4-yl)oxy)-3,5-dimethylbenzonitrile C(#N)C1=CC=C(C=C1)NC=1N=C(C2=C(CCN(CC2)C(C2=CN=CC=C2)=O)N1)OC1=C(C=C(C#N)C=C1C)C